S(N)(OC[C@H]1OC(O[C@@H]1C1=C(C=CC=C1)Cl)(CC)CC)(=O)=O ((4R,5R)-5-(2-chlorophenyl)-2,2-diethyl-1,3-dioxolan-4-yl)methyl sulfamate